ClC1=C(C=C2C(=N1)CCC2)C(=O)NC(COCC2=C(C=C(C=C2)C)C)(C)C 2-chloro-N-(1-((2,4-dimethylbenzyl)oxy)-2-methylpropan-2-yl)-6,7-dihydro-5H-cyclopenta[b]pyridine-3-carboxamide